2-(4-pentylphenyl)ethynylaniline C(CCCC)C1=CC=C(C=C1)C#CNC1=CC=CC=C1